Cl.N[C@H](CN1C(C=2NC=3C=CC(=CC3C2C2=C(C1)C=CC=C2)F)=O)C[C@H](CN)F 6-((2S,4R)-2,5-diamino-4-fluoropentyl)-11-fluoro-5,8-dihydrobenzo[5,6]azepino[3,4-b]indol-7(6H)-one hydrochloride salt